FC1=CC(=C(C(C=C1)=O)O)OC1CC2(CC2)C1 5-fluoro-2-hydroxy-3-(spiro[2.3]hexan-5-yloxy)cyclohepta-2,4,6-trien-1-one